OCCN1N=CC(=C1)NC1=NC=C(C(=N1)N1C=C(C=2C1=NC=C(C2)NC(C#C)=O)C)C N-[1-[2-[[1-(2-hydroxyethyl)pyrazol-4-yl]amino]-5-methyl-pyrimidin-4-yl]-3-methyl-pyrrolo[2,3-b]pyridin-5-yl]prop-2-ynamide